(3S,5S)-5-((3-chloro-4-fluorophenyl)(methyl)carbamoyl)-1-(6-methyl-4-(trifluoromethyl)pyridin-2-yl)pyrrolidine-3-carboxylic acid ClC=1C=C(C=CC1F)N(C(=O)[C@@H]1C[C@@H](CN1C1=NC(=CC(=C1)C(F)(F)F)C)C(=O)O)C